C1(CC1)OC=1SC(=CN1)C=O 2-(cyclopropyloxy)thiazole-5-carbaldehyde